ClC1=CC=C(CN2N=C3C4=C(CCC3=C2)OC(=C4C)C(=O)NC[C@@H]4OCCC4)C=C1 |o1:23| 2-(4-chlorobenzyl)-8-methyl-N-[(2R*)-tetrahydrofuran-2-ylmethyl]-4,5-dihydro-2H-furo[2,3-g]indazole-7-carboxamide